C1(=C(C=CC=C1)C1=CC=C(C(=O)O[C@@H]2[C@@H]([C@H]([C@](S)(O[C@@H]2COCC2=CC3=CC=CC=C3C=C2)CC)OC(C2=CC=CC=C2)=O)OC(C)(C)C)C=C1)C p-Tolyl-2-O-benzoyl-3-O-tert-butyl-ethyl-4-O-benzoyl-6-O-(2-naphthylmethyl)-1-thio-beta-D-galactose